FC1(C(C2=CC=CC(=C12)OC=1C=NC=C(C1)F)=O)F 8,8-difluoro-2-(5-fluoro-3-pyridyloxy)bicyclo[4.2.0]oct-1,3,5-triene-7-one